D-5-bromo-1-(4-fluorophenyl)-1H-indazole BrC=1C=C2C=NN(C2=CC1)C1=CC=C(C=C1)F